N[C@@H](COC(C(F)(F)F)(C)C)C1=NC2=C(N1)C=CC(=C2)[C@H](N2C(N[C@@H](C2)C(C)C)=O)C2CC2 (R)-1-((R)-(2-((R)-1-Amino-2-((1,1,1-trifluoro-2-methylpropan-2-yl)oxy)ethyl)-1H-benzo[d]imidazol-5-yl)(cyclopropyl)methyl)-4-isopropylimidazolidin-2-one